CO[C@H]1CN2C(OC1)=C(C=N2)[S@](=O)(NC(NC2=C1[C@@H](CCC1=CC=1CCCC21)C)=O)=N (R,6S)-6-methoxy-N-(((R)-3-methyl-1,2,3,5,6,7-hexahydro-s-indacen-4-yl)carbamoyl)-6,7-dihydro-5H-pyrazolo[5,1-b][1,3]oxazine-3-sulfonimidamide